3-(benzyloxy)-4-bromo-2-(difluoromethyl)pyridine C(C1=CC=CC=C1)OC=1C(=NC=CC1Br)C(F)F